2,3-dihydroxymethyl-2,3-dinitro-1,4-butanediol tetraerucate C(CCCCCCCCCCC\C=C/CCCCCCCC)(=O)O.C(CCCCCCCCCCC\C=C/CCCCCCCC)(=O)O.C(CCCCCCCCCCC\C=C/CCCCCCCC)(=O)O.C(CCCCCCCCCCC\C=C/CCCCCCCC)(=O)O.OCC(CO)(C(CO)([N+](=O)[O-])CO)[N+](=O)[O-]